1-Cyanocyclopropanecarboxylic acid C(#N)C1(CC1)C(=O)O